7-(thiazol-4-yl)indolin-2-one S1C=NC(=C1)C=1C=CC=C2CC(NC12)=O